FC(F)[N+](CCCC)(CCCC)CCCC difluoromethyl-tri-n-butyl-ammonium